CC1=NN(C(=C1CCC(=O)N1CCN(CC1)CC1=CC=C(C=C1)NS(=O)(=O)C)C)C=1C=CC=2N(N1)C(=NN2)C N-(4-((4-(3-(3,5-dimethyl-1-(3-methyl-[1,2,4]triazolo[4,3-b]pyridazin-6-yl)-1H-pyrazol-4-yl)propanoyl)piperazin-1-yl)methyl)phenyl)methanesulfonamide